C[C@H]1N(CCOC1)C=1N=C2N(C(C1)=O)CC[C@H](N2S(=O)(=O)C2=CC=C(C)C=C2)C(F)(F)F (S)-2-((R)-3-Methyl-morpholin-4-yl)-9-(toluene-4-sulfonyl)-8-trifluoromethyl-6,7,8,9-tetrahydro-pyrimido[1,2-a]-pyrimidin-4-one